C(C)(C)(C)OC(=O)N1CC(CC(C1)(C)C)(O)C N-tert-butoxycarbonyl-3,5,5-trimethyl-3-hydroxypiperidine